diacetyloxy-methyl-propenyl-silane C(C)(=O)O[Si](C=CC)(C)OC(C)=O